N,N-bis(trifluoromethylsulfonyl)aniline C1=CC=C(C=C1)N(S(=O)(=O)C(F)(F)F)S(=O)(=O)C(F)(F)F